C(C)N1N=CC=C1C1=CNC2=NC=C(C=C21)C2=CC=C(C=C2)N2CCN(CC2)C 3-(2-ethylpyrazol-3-yl)-5-[4-(4-methylpiperazin-1-yl)phenyl]-1H-pyrrolo[2,3-b]pyridine